C(C)N(CC)CC.BrC1=CC2=C(NC(CC(N2C2=CC(=CC=C2)C2=NOC(N2)=S)=O)=O)C2=CC=CC=C12 7-Bromo-5-(3-(5-thioxo-4,5-dihydro-1,2,4-oxadiazol-3-yl)phenyl)-1,5-dihydro-2H-naphtho[1,2-b][1,4]diazepine-2,4(3H)-dione triethylamine salt